cis-2-(benzyloxy)cyclopentan-4,4-d2-1-ol C(C1=CC=CC=C1)O[C@@H]1[C@@H](CC(C1)([2H])[2H])O